1-(1-(3-bromo-5-nitropyridin-2-yl)piperidin-4-yl)-4-methylpiperazine BrC=1C(=NC=C(C1)[N+](=O)[O-])N1CCC(CC1)N1CCN(CC1)C